6,7-dimethoxy-4-(2,3,5,6-tetrafluoro-4-(methylthio)phenoxy)quinoline COC=1C=C2C(=CC=NC2=CC1OC)OC1=C(C(=C(C(=C1F)F)SC)F)F